C(C)(=O)NC=1C=C(C=CC1)C=1N=NN(C1)CC(=O)N/N=C/C1=CC(=C(C(=C1)OC)OC)OC (E)-2-(4-(3-acetylaminophenyl)-1H-1,2,3-triazol-1-yl)-N'-(3,4,5-trimethoxybenzylidene)acetohydrazide